methylenebis(4-methyl-6-tertiary butyl-phenol) C(C1=C(C(=CC(=C1)C)C(C)(C)C)O)C1=C(C(=CC(=C1)C)C(C)(C)C)O